N12CCNCCNCCNCCCNCCNCCNCCNCCNCCNCCNCC2CC1 1,4,7,10,14,17,20,23,26,29,32-undecazabicyclo[32.2.0]hexatriacontane